(2S,3aS,7aS)-1-[(2S)-2-[[(1S)-1-(ethoxycarbonyl)butyl]amino]propionyl]octahydro-1H-indole-2-carboxylic acid tert-butylamine salt C(C)(C)(C)N.C(C)OC(=O)[C@H](CCC)N[C@H](C(=O)N1[C@@H](C[C@@H]2CCCC[C@H]12)C(=O)O)C